BrC1=CC=C(C(=N1)NC(=O)[C@H]1N([C@@H]2C[C@@]2(C1)COC1=NC(=CC=C1)Br)C(=O)OC(C)(C)C)C (1R,3S,5S)-tert-Butyl 3-((6-Bromo-3-methylpyridin-2-yl)carbamoyl)-5-(((6-bromopyridin-2-yl)oxy)methyl)-2-azabicyclo[3.1.0]hexane-2-carboxylate